6-(4-aminophenyl)-5-{3-methoxy-4-[(4-methylpyrimidin-2-yl)oxy]phenyl}-N-[(4-methoxyphenyl)methyl]-7-methyl-5H-pyrrolo[3,2-d]pyrimidin-4-amine NC1=CC=C(C=C1)C1=C(C=2N=CN=C(C2N1C1=CC(=C(C=C1)OC1=NC=CC(=N1)C)OC)NCC1=CC=C(C=C1)OC)C